ClC1=CC=C(C=C1)C=1N=NN(C1COC1=CC=C2C(=N1)CN(C2)C(C)=O)C 1-(2-{[4-(4-chlorophenyl)-1-methyl-1H-1,2,3-triazol-5-yl]methoxy}-5,7-dihydro-6H-pyrrolo[3,4-b]pyridin-6-yl)ethanone